diphenyl phosphate tetrabutylphosphonium salt C(CCC)[P+](CCCC)(CCCC)CCCC.P(=O)(OC1=CC=CC=C1)(OC1=CC=CC=C1)[O-]